tert-butyl 4-((8-cyclopentyl-7-oxo-7,8-dihydropyrido[2,3-d]pyrimidin-2-yl)amino)-piperidine-1-carboxylate C1(CCCC1)N1C(C=CC2=C1N=C(N=C2)NC2CCN(CC2)C(=O)OC(C)(C)C)=O